7-methyl-N-((1r,4r)-4-(3-(piperidin-1-yl)propanamido)cyclohexyl)-1H-indole CC=1C=CC=C2C=CN(C12)C1CCC(CC1)NC(CCN1CCCCC1)=O